(R)-[[[2-(4-aminophenyl)ethyl]amino]methyl]-benzyl alcohol NC1=CC=C(C=C1)CCNC[C@@H](C1=CC=CC=C1)O